OC(CN(CCCSSCCN1CCN(CC1)CCOC(CCCCN(CC(CCCCCCC(=O)OCCC(C)C)O)CC(CCCCCCC(=O)OCCC(C)C)O)=O)CC(CCCCC(OC(C)C)=O)O)CCCCC(=O)OC(C)C Diisopentyl 9,9'-((5-(2-(4-(2-((3-(bis(2-hydroxy-7-isopropoxy-7-oxoheptyl)amino)-propyl)disulfaneyl)ethyl)piperazin-1-yl)ethoxy)-5-oxopentyl)azanediyl)bis(8-hydroxynonanoate)